ClCC(=O)N1CCN(CC1)C1=CC=C(C=C1)OCCOC 2-chloro-1-(4-(4-(2-methoxyethoxy)phenyl)piperazin-1-yl)ethan-1-one